C(C)OC(=O)C1=NC(=C(N=C1N1CCC2(CC1)[C@@H](C1=CC(=CC=C1C2)C(N)=O)N)C)C2=C(C(=CC=C2)Cl)Cl (S)-3-(1-amino-6-carbamoyl-1,3-dihydrospiro[indene-2,4'-piperidin]-1'-yl)-6-(2,3-dichlorophenyl)-5-methylpyrazine-2-carboxylic acid ethyl ester